C(C(C)C)SP(=S)([O-])[O-].[Na+].[Na+] sodium isobutyldithiophosphate